3-(2,6-dibenzyloxy-3-pyridyl)-1-methyl-indazol-6-ol C(C1=CC=CC=C1)OC1=NC(=CC=C1C1=NN(C2=CC(=CC=C12)O)C)OCC1=CC=CC=C1